C1(=CC(=CC=C1)N(C1=CC=C(C=C1)N(C1=CC=C(C=C1)C1=CC=C(N(C2=CC=CC=C2)C2=CC=C(C=C2)N(C=2C=C(C=CC2)C)C=2C=C(C=CC2)C)C=C1)C1=CC=CC=C1)C=1C=C(C=CC1)C)C N,N'-Bis[4-di(m-tolyl)aminophenyl]-N,N'-diphenylbenzidine